CC1=NN=C(O1)NC1=CC=CC=C1 (5-methyl-1,3,4-oxadiazol-2-yl)aniline